tetrahydrofuran-2,2-dimethanol C1CC(OC1)(CO)CO